methoxymethyl-2-phenyl-1H-indol-7-amine COCN1C(=CC2=CC=CC(=C12)N)C1=CC=CC=C1